C[C@@H]1NC[C@H](N(C1)C(C)C=1C=C2N=CC=NC2=CC1)CO ((2S,5S)-5-methyl-1-(1-(quinoxalin-6-yl)ethyl)piperazin-2-yl)methanol